(2S,3R)-3-((2-aminopyridin-4-yl)methyl)-N2-(4-oxo-1-methyl-4,5-dihydro-1H-imidazol-2-yl)-N1-((R)-1-phenylpropyl)-N2-methyl-4-oxoazetidine-1,2-dicarboxamide NC1=NC=CC(=C1)C[C@@H]1[C@H](N(C1=O)C(=O)N[C@H](CC)C1=CC=CC=C1)C(=O)N(C)C=1N(CC(N1)=O)C